O=C1NC(CCC1NC1=CC(=C(C=C1)N1CCN(CC1)C(=O)OC(C)(C)C)F)=O tert-butyl (4-{4-[(2,6-dioxopiperidin-3-yl) amino]-2-fluorophenyl} piperazin-1-yl)carboxylate